FC=1N=C(SC1CN1[C@H](C[C@H](C1)OC1=NC=NC(=C1)OCC(F)(F)F)C)NC(C)=O N-(4-fluoro-5-(((2S,4R)-2-methyl-4-((6-(2,2,2-trifluoroethoxy)pyrimidin-4-yl)oxy)pyrrolidin-1-yl)methyl)thiazol-2-yl)acetamide